(R)-N-(7-chloro-6-(1-((3S,4S)-4-hydroxy-3-methyltetrahydrofuran-3-yl)piperidin-4-yl)isoquinolin-3-yl)-2-(1-methyl-1H-pyrazol-4-yl)propenamide ClC1=C(C=C2C=C(N=CC2=C1)NC(C(=C)C=1C=NN(C1)C)=O)C1CCN(CC1)[C@]1(COC[C@H]1O)C